(S)-2-(4-(Hydroxymethyl)-1,2,3-thiadiazol-5-carboxamido)-N1-(1-(2-(2-adamantylamino)-2-oxoethyl)-2-oxo-1,2-dihydropyridin-3-yl)-N6-methyl-5-oxohexandiamid OCC=1N=NSC1C(=O)N[C@H](C(=O)NC=1C(N(C=CC1)CC(=O)NC1C2CC3CC(CC1C3)C2)=O)CCC(C(=O)NC)=O